1-ethyl-2-phospholen-1-oxide C(C)P1(C=CCC1)=O